BrC1=CC(=C(N)C(=C1)OC(F)(F)F)C#CC 4-Bromo-2-(prop-1-yn-1-yl)-6-(trifluoromethoxy)aniline